N5-cyclopropyl-N3-methyl-2-oxo-1-(1-(1-tosyl-1H-indol-4-yl)ethyl)-1,2-dihydropyridine-3,5-dicarboxamide C1(CC1)NC(=O)C=1C=C(C(N(C1)C(C)C1=C2C=CN(C2=CC=C1)S(=O)(=O)C1=CC=C(C)C=C1)=O)C(=O)NC